OC=1C=NC=NC1CN1C(NC(C1)C1=CC=C(C=C1)C#CC1=CC=C(C=C1)CN1CCOCC1)=O 5-Hydroxy-6-((4-(4-((4-(morpholinomethyl)phenyl)ethynyl)phenyl)-2-oxoimidazolin-1-yl)methyl)pyrimidine